methyl tripropyl orthocarbonate C(OC)(OCCC)(OCCC)OCCC